CN(C(C)=O)C=1C(=NC=C(C1)C(F)(F)F)NC1=NC(=NS1)C=1C=C2C(=CN1)N(C(C2)(C)C)C N-methyl-N-(5-(trifluoromethyl)-2-(3-(1,2,2-trimethyl-2,3-dihydro-1H-pyrrolo[2,3-c]pyridin-5-yl)-1,2,4-thiadiazol-5-ylamino)pyridin-3-yl)acetamide